4'-(S)-2-aminopropoxythymidine NC(CO[C@@]1([C@H](C[C@@H](O1)N1C(=O)NC(=O)C(C)=C1)O)CO)C